1-(3-chlorophenyl)-N-(2-(propylsulfonyl)benzo[D]thiazol-6-yl)methanesulfonamide ClC=1C=C(C=CC1)CS(=O)(=O)NC1=CC2=C(N=C(S2)S(=O)(=O)CCC)C=C1